ClC=1C=C2C=NN(C2=C(C1)C(=O)NC1CC2(CC(C2)CC(=O)O)C1)CC=1N=NC(=CC1)C1=CC(=CC(=C1)OC)F 2-(6-(5-chloro-1-((6-(3-fluoro-5-methoxyphenyl)pyridazin-3-yl)methyl)-1H-indazole-7-carboxamido)spiro[3.3]heptan-2-yl)acetic acid